C1(CCCC1)CC(=O)N(C=1C=C2C(=NC1)N=C(N2)C2=NNC=1C[C@@]3([C@H](CC21)C3)C)C 2-Cyclopentyl-N-methyl-N-(2-((4aS,5aR)-5a-methyl-1,4,4a,5,5a,6-hexahydrocyclopropa[f]indazol-3-yl)-1H-imidazo[4,5-b]pyridin-6-yl)acetamide